BrCC(=O)NC1=CC(=C(C(=C1)OC)OC)OC 2-bromo-N-(3,4,5-trimethoxyphenyl)acetoamide